C1CC12CN(CC2)C2=NC(=NC=C2C(F)(F)F)NC2=CC=C(C=C2)N2C[C@H]([C@@H](CC2)F)O (3R,4R)-1-{4-[(4-{5-azaspiro[2.4]heptan-5-yl}-5-(trifluoromethyl)pyrimidin-2-yl)amino]phenyl}-4-fluoropiperidin-3-ol